N-((1-(4-fluorophenyl)-5-(1-methyl-1H-pyrazol-3-yl)-2-oxo-1,2-dihydropyridin-4-yl)methyl)propionamide FC1=CC=C(C=C1)N1C(C=C(C(=C1)C1=NN(C=C1)C)CNC(CC)=O)=O